5-chloro-2-(4,4-difluoroazepan-1-yl)-4,6-dimethyl-N-(3-(S-methylsulfonimidoyl)phenyl)nicotinamide ClC=1C(=NC(=C(C(=O)NC2=CC(=CC=C2)S(=O)(=N)C)C1C)N1CCC(CCC1)(F)F)C